(4-((4-((cyclopropylmethyl)amino)-6-(6-(1,1-difluoroethyl)pyridin-2-yl)-1,3,5-triazin-2-yl)amino)pyridin-2-yl)cyclopropanecarbonitrile C1(CC1)CNC1=NC(=NC(=N1)C1=NC(=CC=C1)C(C)(F)F)NC1=CC(=NC=C1)C1(CC1)C#N